CCC(C=O)(C1=CC=C(C=C1)CC)C dimethyl-p-ethylphenyl-propanal